2,5-dihydro-1,3-thiazol S1CN=CC1